ClC=1C=CC(=C(C1)C1=NN(C=C1NC(=O)C=1C=NN2C1N=CC=C2)CC=2N=NNN2)OC(F)F N-[3-[5-chloro-2-(difluoromethoxy)phenyl]-1-(2H-tetrazol-5-ylmethyl)pyrazol-4-yl]pyrazolo[1,5-a]pyrimidine-3-carboxamide